2-Chloro-1-(2-methylpyridin-3-yl)ethan-1-ol ClCC(O)C=1C(=NC=CC1)C